methyl-(3-methylpentyl)amine CNCCC(CC)C